C(C1=CC=CC=C1)NC(C12OCC(C1)C2)([2H])[2H] N-benzyl-1-(2-oxabicyclo[2.1.1]hexane-1-yl)methane-d2-amine